Br.FC1=C(CN2C(NCC2)=N)C=CC(=C1)F 1-(2,4-difluorobenzyl)imidazoline-2-imine hydrobromide